S1C=NC(=C1)C=1N2C(SC1)=NC(=C2)C(=O)N 3-(thiazol-4-yl)imidazo[2,1-b]thiazole-6-carboxamide